(3'R,4'S,5'R,6'R)-6'-(hydroxymethyl)-6-methoxy-4'-(4-(3,4,5-trifluorophenyl)-1H-1,2,3-triazol-1-yl)-3',4',5',6'-tetrahydrospiro[chroman-2,2'-pyran]-3',5'-diol OC[C@@H]1[C@@H]([C@@H]([C@H](C2(O1)OC1=CC=C(C=C1CC2)OC)O)N2N=NC(=C2)C2=CC(=C(C(=C2)F)F)F)O